NC=1C=C(C(=C(C(=O)OCC)C1)C=1C=NN(C1)[C@H](C)CC)F Ethyl 5-amino-2-{1-[(2R)-butan-2-yl]-1H-pyrazol-4-yl}-3-fluorobenzoate